C1(CC1)S(=O)(=O)NC=1SC=C(N1)C(C(=O)NC1=NC=C(C=C1)C1=CC(=CC=C1)C(F)(F)F)(C)C 2-(2-(cyclopropanesulfonamido)thiazol-4-yl)-2-methyl-N-(5-(3-(trifluoromethyl)phenyl)pyridin-2-yl)propanamide